BrC=1C=C(N)C=C(C1)Br (3,5-dibromo)aniline